2,3-dihydrobenzothiophene oxide S1(CCC2=C1C=CC=C2)=O